BrC1=C(C=C2C=C(C(=NC2=C1)N)Cl)F 7-Bromo-3-chloro-6-fluoroquinolin-2-amine